3-[2-[[3-fluoro-4-(4-methyl-1-piperazinyl)phenyl]amino]-5-methyl-7H-pyrrolo[2,3-d]pyrimidin-4-yl]-phenylacetonitrile FC=1C=C(C=CC1N1CCN(CC1)C)NC=1N=C(C2=C(N1)NC=C2C)C=2C=C(C=CC2)CC#N